(2S,3S)-N-(2-amino-4-((4-(trifluoromethyl)benzyl)amino)phenyl)-2,3-difluorooctanamide NC1=C(C=CC(=C1)NCC1=CC=C(C=C1)C(F)(F)F)NC([C@@H]([C@H](CCCCC)F)F)=O